C(=C)C1=C(C=CC=C1C(C)C)C(C)C 2-ethenyl-1,3-bis(propan-2-yl)benzene